C(C1=CC=CC=C1)[C@@H]1N(OCC1)C1=CC(=NC=N1)NC=1C(=CC(=C(C1)C(C(=O)N)=C)N1[C@H]2CO[C@@H](C1)C2)OC (5-((6-((S)-3-benzylisoxazolidin-2-yl)pyrimidin-4-yl)amino)-2-((1r,4r)-2-oxa-5-azabicyclo[2.2.1]hept-5-yl)-4-methoxyphenyl)acrylamide